methyl 4-(2-amino-1-phenyl-1H-imidazol-4-yl)butanoate NC=1N(C=C(N1)CCCC(=O)OC)C1=CC=CC=C1